Br.C1(=CC=CC=C1)NCCO N-phenyl-ethanolamine hydrobromide